1-[(2s,4r,5s)-4-hydroxy-5-hydroxymethyl-tetrahydrofuran-2-yl]-5-methyl-1H-pyrimidine-2,4-dione O[C@@H]1C[C@H](O[C@H]1CO)N1C(NC(C(=C1)C)=O)=O